8-(1-Cyclopropyl-1H-indol-3-yl)-6-fluoro-9-methoxy-1,4,4-trimethyl-5H-[1,2,4]triazolo[4,3-a]quinoxaline C1(CC1)N1C=C(C2=CC=CC=C12)C1=CC(=C2NC(C=3N(C2=C1OC)C(=NN3)C)(C)C)F